FC(C(C(C(S(=O)(=O)[O-])(F)F)(F)F)(F)F)(F)F.C(CCC)[NH3+] n-butylammonium nonafluorobutanesulfonate